CCCCCCCCCCCCCCCCCCCCCCCCCCC(=O)N[C@@H](CO[C@H]1[C@@H]([C@H]([C@@H]([C@H](O1)CO)O)O)O)[C@@H]([C@@H](CCCCCCCCCCC(C)C)O)O The molecule is an N-acyl-1-O-beta-D-glucosyl-4-hydroxy-15-methylhexadecasphinganine in which the acyl group has 27 carbons and 0 double bonds. It derives from a 15-methylhexadecaphytosphingosine.